FC(C(CC[C@@H](C=1N=C2N(N=CC(=C2)CC2C(N([C@@H](C2)C(F)(F)F)S(=O)(=O)C2=CC=C(C)C=C2)=O)C1)NC(OC(C)(C)C)=O)(C)C)(F)F tert-Butyl ((1S)-5,5,5-trifluoro-4,4-dimethyl-1-(7-(((5S)-2-oxo-1-tosyl-5-(trifluoromethyl)pyrrolidin-3-yl)methyl)imidazo[1,2-b]pyridazin-2-yl)pentyl)carbamate